BrCCCCCCCCCCCOC1=C(C(=C(C=C1)C12CC3CC(CC(C1)C3)C2)F)F 1-[4-(11-bromoundecyloxy)-2,3-difluoro-phenyl]adamantane